F[B-](F)(F)F.C(CCC)OC1=CC=C(C=C1)[S+](C1=CC=CC=C1)C1=CC=CC=C1 4-Butoxyphenyldiphenylsulfonium tetrafluoroborat